ClC=1C(=CC2=C(OCO2)C1)C=1C=C2C(=NC1)NC=C2C(=O)C=2C(=C(C=CC2)NS(=O)(=O)CC2=CC=CC=C2)F N-(3-(5-(6-chlorobenzo[d][1,3]dioxol-5-yl)-1H-pyrrolo[2,3-b]pyridine-3-carbonyl)-2-fluorophenyl)-1-phenylmethanesulfonamide